C(O)NC1=NC(NC=C1)=O methylolcytosine